C(C1=CC=CC=C1)OC(=O)N1CCC(CC1)COCC1(CCC(CC1)NC(=O)OC(C)(C)C)O 4-(((4-((tert-butoxycarbonyl)amino)-1-hydroxycyclohexyl)methoxy)methyl)piperidine-1-carboxylic acid benzyl ester